(R)-4-(1-Ethyl-3-methyl-1H-pyrazol-4-yl)-6-(3-(methylamino)pyrrolidin-1-yl)pyrimidin-2-amine C(C)N1N=C(C(=C1)C1=NC(=NC(=C1)N1C[C@@H](CC1)NC)N)C